N=1N=CC(C=C2C1C=CC=C2)=O 4-BENZODIAZEPINON